[N+](=O)([O-])C1=C(C=C(C=C1)C(F)(F)F)N1CCC2=CC=CC=C12 1-(2-nitro-5-(trifluoromethyl)phenyl)indoline